FC1=C(C(=CC=C1)F)C1C(C=2NC3=CC(=CC=C3C2C(C1)(C)C)NC1=CC=2C(CCC(C2C=C1C)(C)C)(C)C)(C)C (2,6-difluorophenyl)-1,1,4,4-tetramethyl-N-(3,5,5,8,8-pentamethyl-5,6,7,8-tetrahydronaphthalen-2-yl)-2,3,4,9-tetrahydro-1H-carbazol-7-amine